COC1=CC=C(C=C1)CN1C=C(C=C(C1=O)C(F)(F)F)C(COCC(=O)OC(C)(C)C)C tert-butyl 2-[2-[1-[(4-methoxyphenyl)methyl]-6-oxo-5-(trifluoromethyl)-3-pyridyl]propoxy]acetate